[C@@H]12OC[C@@H](N(C1)C1=CC3=C(OC[C@@H](C(N3C)=O)NC(=O)C3=NN(C=N3)CC3=CC=C(C=C3)F)C=C1)C2 N-((S)-7-((1S,4S)-2-oxa-5-azabicyclo[2.2.1]hept-5-yl)-5-methyl-4-oxo-2,3,4,5-tetrahydrobenzo[b][1,4]oxazepin-3-yl)-1-(4-fluorobenzyl)-1H-1,2,4-triazole-3-carboxamide